C([C@@H]1[C@H]([C@@H]([C@H]([C@@H](O1)O[C@@H]2[C@@H]([C@H]([C@@H]([C@H](O2)COP(=O)([O-])[O-])O)O)O)O)O)O)O.[K+].[K+] trehalose 6-phosphate dipotassium salt